triethyl-(methyl)ammonium chloride [Cl-].C(C)[N+](C)(CC)CC